Methyl 1-(4-methylbenzyl)-1H-indole-5-carboxylate CC1=CC=C(CN2C=CC3=CC(=CC=C23)C(=O)OC)C=C1